ClC=1C=C(C=CC1)C(CO)NC(=O)C1=CN(C=C1)C1=NC(=NC=C1C)NC1=CC=C(C=C1)F N-(1-(3-chloro-phenyl)-2-hydroxy-ethyl)-1-(2-((4-fluorophenyl)amino)-5-methyl-pyrimidin-4-yl)-1H-pyrrole-3-carboxamide